(3E)-9,9-dibutoxy-3-nonen-1-ol C(CCC)OC(CCCC/C=C/CCO)OCCCC